COC(C(C(=O)OC)(C(C)C)C1=NC(=NC=C1)Cl)=O 2-(2-Chloropyrimidin-4-yl)-2-isopropyl-malonic acid dimethyl ester